[(2R,6S)-2,6-dimethylpiperazin-1-yl]-[(10S)-4-(2-hydroxyphenyl)-1,5,6,8,12-pentazatricyclo[8.4.0.02,7]tetradeca-2(7),3,5-trien-12-yl]methanone C[C@H]1N([C@H](CNC1)C)C(=O)N1C[C@@H]2CNC=3N=NC(=CC3N2CC1)C1=C(C=CC=C1)O